5-(2-carboxyethyl)imidazole C(=O)(O)CCC1=CN=CN1